FC(C(=O)O)(F)F.NCCC1=CC=C(C=C1)NC(=O)C1=C(C=C(C(=C1)OC)OC)NC(=O)C=1C=NC2=CC=CC=C2C1 N-(2-((4-(2-aminoethyl)phenyl)carbamoyl)-4,5-dimethoxyphenyl)quinoline-3-carboxamide trifluoroacetate salt